trans-3-(3-Bromo-2,5-difluorophenyl)-2,2-dichlorocyclopropane-1-carboxylic acid BrC=1C(=C(C=C(C1)F)[C@@H]1C([C@H]1C(=O)O)(Cl)Cl)F